tert-butyl (1-((3-fluoro-5-(trifluoromethyl)phenyl)carbamoyl)cyclopropyl)carbamate FC=1C=C(C=C(C1)C(F)(F)F)NC(=O)C1(CC1)NC(OC(C)(C)C)=O